N6-((1-aminocyclobutyl)methyl)-1-methyl-1H-pyrazolo[3,4-d]Pyrimidine-4,6-diamine NC1(CCC1)CNC1=NC(=C2C(=N1)N(N=C2)C)N